ClC1=C(C(=CC=C1Cl)OC)C1=CC(=NC=C1)CN 1-[4-(2,3-dichloro-6-methoxyphenyl)pyridin-2-yl]methanamine